2-(1-(3-chloro-4-iodopyridin-2-yl)azetidin-3-yl)propan-2-ol ClC=1C(=NC=CC1I)N1CC(C1)C(C)(C)O